Methyl 6-(((trifluoromethyl)sulfonyl)oxy)pyrido[4,3-e]pyrrolo[1,2-a]pyrazine-3-carboxylate FC(S(=O)(=O)OC=1C=2N(C3=C(N1)C=C(N=C3)C(=O)OC)C=CC2)(F)F